methyl 1-benzoyl-4-(4-(3,4-dichlorophenyl)-5-isobutylthiazol-2-yl)piperazine-2-carboxylate C(C1=CC=CC=C1)(=O)N1C(CN(CC1)C=1SC(=C(N1)C1=CC(=C(C=C1)Cl)Cl)CC(C)C)C(=O)OC